ClC1=CC=C(C=C1)C1=C(CCC(C1)(C)C)CN1CC(N(CC1)C(=O)C=1C=C2CN(C(C2=CC1F)=O)C1C(NC(CC1)=O)=O)C(F)(F)F 3-(5-(4-((4'-chloro-5,5-dimethyl-3,4,5,6-tetrahydro-[1,1'-biphenyl]-2-yl)methyl)-2-(trifluoromethyl)piperazine-1-carbonyl)-6-fluoro-1-oxoisoindolin-2-yl)piperidine-2,6-dione